1-(3-(5-amino-2-chloro-4-fluoro-3-methylbenzoylamino)-4-(4-methylpiperazin-1-yl)phenyl)-N-(3-morpholinopropyl)-1H-1,2,3-triazol-4-carboxamide NC=1C(=C(C(=C(C(=O)NC=2C=C(C=CC2N2CCN(CC2)C)N2N=NC(=C2)C(=O)NCCCN2CCOCC2)C1)Cl)C)F